2-[6-(azetidin-3-yl)pyridazin-3-yl]-5-(7-methoxy-2-methyl-2H-indazol-5-yl)phenol trifluoroacetate salt FC(C(=O)O)(F)F.N1CC(C1)C1=CC=C(N=N1)C1=C(C=C(C=C1)C1=CC2=CN(N=C2C(=C1)OC)C)O